N-(2-((Dimethylamino)methyl)quinolin-8-yl)-4-fluorobenzenesulfonamide CN(C)CC1=NC2=C(C=CC=C2C=C1)NS(=O)(=O)C1=CC=C(C=C1)F